ClC=1C=CC2=C(CCC3N(C2=O)CC(CC3)C=3SC=C(N3)C3=NC=CC=C3)C1 9-chloro-3-[4-(pyridin-2-yl)-1,3-thiazol-2-yl]-1,3,4,11,12,12a-hexahydropyrido[1,2-b][2]benzazepin-6(2H)-one